C1[C@@H](C[NH2+][C@@H]1C(=O)[O-])O cis-hydroxy-L-proline